Cl.C(CC)(=O)O propionic acid hydrochloric acid Salt